5-phenoxyisobenzofuran O(C1=CC=CC=C1)C1=CC2=COC=C2C=C1